C(C)(=O)OCC(CC(CC)C)C 2,4-DIMETHYLHEXYL ACETATE